N-(5-(difluoromethoxy)-1H-pyrazol-3-yl)-6-(((1R,3r,5S)-8-methyl-8-azabicyclo[3.2.1]octan-3-yl)oxy)pyrazin-2-amine FC(OC1=CC(=NN1)NC1=NC(=CN=C1)OC1C[C@H]2CC[C@@H](C1)N2C)F